[2-(methacryloxy)ethyl]dimethyl-ammonium bromide [Br-].C(C(=C)C)(=O)OCC[NH+](C)C